Nitrocyclopentane [N+](=O)([O-])C1CCCC1